ClC=1C=C(C=CC1C(=O)N1CCN(CC1)C(=O)[C@H]1NC[C@H](C1)O)NC(=O)C=1N(C(=CN1)C1=C(C(=C(C=C1)OC)F)F)C N-[3-chloro-4-[4-[(2S,4S)-4-hydroxypyrrolidine-2-carbonyl]piperazine-1-carbonyl]phenyl]-5-(2,3-difluoro-4-methoxy-phenyl)-1-methyl-imidazole-2-carboxamide